OC[C@@H]1CC(CN1C(=O)C1=CC=C(C=C1)C1=C(C=CC=C1)C)=O (3E,5S)-5-(hydroxymethyl)-1-[(2'-methyl-1,1'-biphenyl-4-yl)carbonyl]Pyrrolidin-3-one